N-(Valyl-valyl)-(-)-N-ethyl-3-phenylbicyclo[2.2.1]heptan-2-amine N[C@@H](C(C)C)C(=O)N[C@@H](C(C)C)C(=O)N(C1C2CCC(C1C1=CC=CC=C1)C2)CC